FCCONC(=O)C=1N=NC=CC1 N-(2-fluoroethoxy)pyridazine-3-carboxamide